rel-2-((3R,4S)-4-(((6-(cyclopropyl(4-(trifluoromethyl)benzyl)amino)-5-fluoropyrimidin-4-yl)amino)methyl)-3-hydroxypiperidin-1-yl)acetamide C1(CC1)N(C1=C(C(=NC=N1)NC[C@H]1[C@H](CN(CC1)CC(=O)N)O)F)CC1=CC=C(C=C1)C(F)(F)F |o1:12,13|